P(=O)(OCCC(F)(F)F)(OCCC(F)(F)F)O Bis(3,3,3-trifluoropropyl) hydrogen phosphate